1-(2-(1-benzyl-5-methyl-1H-pyrazol-4-yl)-2-oxoethyl)-5-bromo-2-oxo-1,2-dihydropyridine-3-carbonitrile C(C1=CC=CC=C1)N1N=CC(=C1C)C(CN1C(C(=CC(=C1)Br)C#N)=O)=O